4-([1,1'-biphenyl]-4-yl)-2-phenyl-6-(2-(spiro[cyclopentane-1,9'-fluoren]-2'-yl)phenyl)pyrimidine C1(=CC=C(C=C1)C1=NC(=NC(=C1)C1=C(C=CC=C1)C1=CC=2C3(C4=CC=CC=C4C2C=C1)CCCC3)C3=CC=CC=C3)C3=CC=CC=C3